C(C)(C)N1C[C@H](CC1)N1N=C(C(=C1)NC1=NC=C(C(=N1)NCCCN1C(CCCCC1)=O)C(F)(F)F)C (S)-1-(3-((2-((1-(1-isopropylpyrrolidin-3-yl)-3-methyl-1H-pyrazol-4-yl)amino)-5-(trifluoromethyl)pyrimidin-4-yl)amino)propyl)azepan-2-one